ClC1=C2C(=NC(=C1)C)NC(=C2)C(=O)N[C@@H]2C[Si](CC2)(C)C 4-chloro-N-[(3S)-1,1-dimethylsilolan-3-yl]-6-methyl-1H-pyrrolo[2,3-b]pyridine-2-carboxamide